CN(C(C(C)NC1=CC=C(C=C1)[C@H]1N(C[C@@H](CC1)C)C(=O)OC(C)(C)C)=O)C tert-butyl (2S,5R)-2-[4-[[2-(dimethylamino)-1-methyl-2-oxo-ethyl]amino]phenyl]-5-methyl-piperidine-1-carboxylate